P(=O)(OCCOC(C(=C)C)=O)(OCCOC(C(=C)C)=O)[O-] di(2-methacryloyloxyethyl) phosphate